Bis(4-amino-2-chloro-3,5-diethylphenyl)methan NC1=C(C(=C(C=C1CC)CC1=C(C(=C(C(=C1)CC)N)CC)Cl)Cl)CC